NC1=C(C=C(C(=N1)F)C1=NN2CC(NCCC2=C1)=O)C=1C=C2CCNC(C2=CC1)=O 2-(6-amino-2-fluoro-5-(1-oxo-1,2,3,4-tetrahydroisoquinolin-6-yl)pyridin-3-yl)-5,6-dihydro-4H-pyrazolo[1,5-d][1,4]diazepin-7(8H)-one